(S)-3-(5-(3-methylmorpholino)-1H-benzo[d]imidazol-2-yl)-1H-pyrazol-4-amine C[C@H]1COCCN1C1=CC2=C(NC(=N2)C2=NNC=C2N)C=C1